FC1=CC(=CC=2N(C(=NC21)C)C2CCN(CC2)C)C2=CNC1=NC=C(C=C12)C=1C=NN2C1CN(CC2)C 3-(3-(4-fluoro-2-methyl-1-(1-methylpiperidin-4-yl)-1H-benzo[d]imidazol-6-yl)-1H-pyrrolo[2,3-b]pyridin-5-yl)-5-methyl-4,5,6,7-tetrahydropyrazolo[1,5-a]pyrazine